FC(C1=CC=C(C=C1)NC=1C(=NC=CN1)C1=NC=C2C(C=CNC2=C1)=O)(F)F 7-(3-((4-(trifluoromethyl)phenyl)amino)pyrazin-2-yl)-1,6-naphthyridin-4(1H)-one